7,8-dichloro-6-(3-fluoro-2-pyridinyl)-4-methyl-4H-[1,2,4]triazolo[1,5-a][1,4]benzodiazepine-2-Formic acid ethyl ester C(C)OC(=O)C1=NN2C(C(N=C(C3=C2C=CC(=C3Cl)Cl)C3=NC=CC=C3F)C)=N1